S/C(/C(=O)O)=C/C(=O)O mercaptomaleic acid